2-methyl-5-(4-piperidinyl)pyridine sodium [3-(4-carbamoyltriazol-1-yl)-7-oxo-1,6-diazabicyclo[3.2.1]oct-3-en-6-yl]sulfate C(N)(=O)C=1N=NN(C1)C=1CN2C(N(C(C1)C2)OS(=O)(=O)[O-])=O.[Na+].CC2=NC=C(C=C2)C2CCNCC2